O[C@H]1C(OC([C@@H]([C@H]1O)OC)(C)C)OC=1C=C(C(=CC1)C1C(CC=CC1)NC(C)=O)C1=CC(=CC=C1)F N-(4'-(((3R,4S,5R)-3,4-dihydroxy-5-methoxy-6,6-dimethyltetrahydro-2H-pyran-2-yl)oxy)-3''-fluoro-1,2,3,6-tetrahydro-[1,1':2',1''-terphenyl]-2-yl)acetamide